bis(cyclopentadienyl)bis[2,6-difluoro-3-(2,2-dimethylbutyrylamino)phenyl]titanium C1(C=CC=C1)[Ti](C1=C(C(=CC=C1F)NC(C(CC)(C)C)=O)F)(C1=C(C(=CC=C1F)NC(C(CC)(C)C)=O)F)C1C=CC=C1